NC=1C=C(C#N)C=CC1Br 3-amino-4-bromobenzonitrile